(6-(4-(1,4-diazabicyclo[3.2.1]oct-4-yl)phenyl)-4,7-dichloro-2H-indazol-2-yl)-2-((R)-6-fluoro-6,7-dihydro-5H-pyrrolo[1,2-c]imidazol-1-yl)acetic acid ethyl ester C(C)OC(C(C1=C2N(C=N1)C[C@@H](C2)F)N2N=C1C(=C(C=C(C1=C2)Cl)C2=CC=C(C=C2)N2CCN1CCC2C1)Cl)=O